COC(=O)C=1C=C2C(C(N(C2=CC1NC(=O)OC(C)(C)C)C)=O)(C(=O)OCC)C 6-((tert-Butoxycarbonyl)amino)-1,3-dimethyl-2-oxoindoline-3,5-dicarboxylic acid 3-ethyl 5-methyl ester